CN/C(/NCCCN(CCCCCCCC(=O)OC(CCCCCCCC)CCCCCCCC)CCCCCCCC(=O)OCCCCCCCCC)=N\[N+](=O)[O-] Heptadecan-9-yl (E)-8-((3-(3-methyl-2-nitroguanidino)propyl)(8-(nonyloxy)-8-oxooctyl)amino)octanoate